O=C(CCC(=O)OCC#N)C1=CC=CC=C1 Cyanomethyl 4-oxo-4-phenylbutanoate